C(C)(C)C=1C(=NNC1C=1C=C(C=2N(C1)N=CN2)C)C2CCC(CC2)N2CCOCC2 4-(4-(4-isopropyl-5-(8-methyl-[1,2,4]triazolo[1,5-a]pyridin-6-yl)-1H-pyrazol-3-yl)cyclohexyl)morpholine